tert-butyl beta-alaninate hydrochloride Cl.NCCC(=O)OC(C)(C)C